4-Chloro-1-((5-(pyrrolidin-1-ylmethyl)thiophen-2-yl)methyl)-1H-imidazo[4,5-c]quinoline ClC1=NC=2C=CC=CC2C2=C1N=CN2CC=2SC(=CC2)CN2CCCC2